tert-butyl N-[3-(7-bromo-6-fluoro-benzimidazol-1-yl)propyl]-N-methyl-carbamate BrC1=C(C=CC2=C1N(C=N2)CCCN(C(OC(C)(C)C)=O)C)F